(S)-2-fluoro-4-(6-(4-methyl-3,4-dihydro-2H-benzo[b][1,4]oxazin-7-yl)-3-(pyrrolidin-3-ylmethyl)-3H-imidazo[4,5-c]pyridin-7-yl)benzonitrile FC1=C(C#N)C=CC(=C1)C=1C2=C(C=NC1C=1C=CC3=C(OCCN3C)C1)N(C=N2)C[C@@H]2CNCC2